4-(4-((5-Hydroxy-2-(4-hydroxyphenyl)-3-methyl-1H-indol-1-yl)methyl)-phenoxy)-N-methoxy-N-methylbutanamide OC=1C=C2C(=C(N(C2=CC1)CC1=CC=C(OCCCC(=O)N(C)OC)C=C1)C1=CC=C(C=C1)O)C